tert-butyl (R)-(1-acetylpyrrolidin-3-yl)carbamate C(C)(=O)N1C[C@@H](CC1)NC(OC(C)(C)C)=O